(R)-2-methoxy-1-(3-(trifluoromethoxy)phenyl)ethan-1-amine hydrochloride Cl.COC[C@H](N)C1=CC(=CC=C1)OC(F)(F)F